(5S,8S)-N-(2,4-dichlorophenethyl)-5-fluoro-8-hydroxy-8-(hydroxymethyl)-5,6,7,8-tetrahydroquinoline-5-carboxamide ClC1=C(CCNC(=O)[C@]2(C=3C=CC=NC3[C@@](CC2)(CO)O)F)C=CC(=C1)Cl